O=C1NC(CCC1N1C(C2=CC=CC(=C2C1=O)OCCCCCCNC(C1=CC=C(C=C1)NC1=NC=C(C(=N1)C=1C=C(C2=C(N(C(=N2)C)C(C)C)C1)F)F)=O)=O)=O N-(6-((2-(2,6-dioxopiperidin-3-yl)-1,3-dioxoisoindolin-4-yl)oxy)hexyl)-4-((5-fluoro-4-(4-fluoro-1-isopropyl-2-methyl-1H-benzo[d]imidazol-6-yl)pyrimidin-2-yl)amino)benzamide